1,19-tetracosanediol diacrylate C(C=C)(=O)OCCCCCCCCCCCCCCCCCCC(CCCCC)OC(C=C)=O